N1(N=CC=C1)CC1=CC=C(C=C1)C1=NOC(=N1)C(F)(F)F 3-[4-(pyrazol-1-ylmethyl)phenyl]-5-(trifluoromethyl)-1,2,4-oxadiazole